S1C=NC2=C1C=CC(=C2)C2=NC(=C1C(=N2)N(N=C1)C1=CSC(=C1)C)NC(=O)C=1SC(=CC1)[N+](=O)[O-] N-(6-(benzo[d]thiazol-5-yl)-1-(5-methylthiophen-3-yl)-1H-pyrazolo[3,4-d]pyrimidin-4-yl)-5-nitrothiophene-2-carboxamide